5-cyclopropyl-2-methyl-7-nitro-1,2,3,4-tetrahydroisoquinoline C1(CC1)C1=C2CCN(CC2=CC(=C1)[N+](=O)[O-])C